COC1=CC(=NC(=N1)SC)C=1N=C(SC1)C(F)(F)F 4-(6-Methoxy-2-methylsulfanyl-pyrimidin-4-yl)-2-(trifluoromethyl)thiazole